The molecule is a chlorophenylethylene that is ethylene substituted by two 4-chlorophenyl groups at position 1 and two chlorine atoms at position 2. It has a role as a persistent organic pollutant and a human xenobiotic metabolite. It is a member of monochlorobenzenes and a chlorophenylethylene. C1=CC(=CC=C1C(=C(Cl)Cl)C2=CC=C(C=C2)Cl)Cl